CC1=C(C(CC1)=O)[C@H](C)CCC=C(C)C (R)-3-methyl-2-(6-methylhept-5-en-2-yl)cyclopent-2-en-1-one